BrC=1C(=C(OCCCN2C[C@@H](N([C@@H](C2)C)CC(=O)OCC)C)C=CC1)C ethyl 2-[(2S,6R)-4-[3-(3-bromo-2-methyl-phenoxy)propyl]-2,6-dimethyl-piperazin-1-yl]acetate